ICC1CCN(CC1)C1=NC=NC2=CC(=C(C=C12)OC)OC 4-(4-(iodomethyl)piperidin-1-yl)-6,7-dimethoxyquinazoline